diphenylsilyl (TBDPS) ether [Si](C1=CC=CC=C1)(C1=CC=CC=C1)(C(C)(C)C)O[SiH](C1=CC=CC=C1)C1=CC=CC=C1